C(C1=CC=CC=C1)OC[C@@H]1[C@@H](C[C@@]2(CCCN12)C(=O)OC)C(=O)OC(C)(C)C 2-(tert-butyl) 7a-methyl (2R,3S,7aS)-3-((benzyloxy)methyl)-tetrahydro-1H-pyrrolizine-2,7a(5H)-dicarboxylate